NC1=NC(=C(C=2N1N=C(N2)OCC2=NC(=CC=C2)C)C2=CN(C(C=C2)=O)C)C=2C=C(C#N)C=CC2 3-(5-amino-8-(1-methyl-6-oxo-1,6-dihydropyridin-3-yl)-2-((6-methylpyridin-2-yl)methoxy)-[1,2,4]triazolo[1,5-c]pyrimidin-7-yl)benzonitrile